COC[C@@H]([C@H](CC=C)C)S(=O)(=O)N (2R,3S)-1-METHOXY-3-METHYLHEX-5-ENE-2-SULFONAMIDE